6-((4-(trifluoromethyl)phenoxy)methyl)cyclohexane-1-carboxylic acid FC(C1=CC=C(OCC2CCCCC2C(=O)O)C=C1)(F)F